COC1=CC=2N(N=C1C1(CC1)C(F)(F)F)C(=CN2)C2=CC=CC(=N2)N[C@H]2CNC[C@@H]2C 6-(7-methoxy-6-(1-(trifluoromethyl)cyclopropyl)imidazo[1,2-b]pyridazin-3-yl)-N-((3R,4S)-4-methylpyrrolidin-3-yl)pyridin-2-amine